BrC=1C=C(C=C2C(N(C(=NC12)O)C)=O)C 8-bromo-2-hydroxy-3,6-dimethylquinazolin-4(3H)-one